C(C)(C)OCC=1C(=C(C=CC1)NC(=O)C1=CC2=C(N1C)C=CS2)COC2=CC=C(C=C2)OC2CCNCC2 N-[3-(Isopropoxymethyl)-2-[[4-(4-piperidyloxy)phenoxy]methyl]phenyl]-4-methyl-thieno[3,2-b]pyrrole-5-carboxamide